N-(4-(4-amino-7-methyl-5-(1-(methylsulfonyl)-1H-indol-5-yl)-7H-pyrrolo[2,3-d]pyrimidin-6-yl)phenyl)methacrylamide NC=1C2=C(N=CN1)N(C(=C2C=2C=C1C=CN(C1=CC2)S(=O)(=O)C)C2=CC=C(C=C2)NC(C(=C)C)=O)C